4H-azepin N=1C=CCC=CC1